C(#N)C1=CC(=C(C(=N1)C)NC(=O)C1NCC1)C1=C2C(=NC=C1)C=C(S2)CN2C(C1C(C1C2=O)(C)C)=O N-(6-cyano-4-(2-((6,6-dimethyl-2,4-dioxo-3-azabicyclo[3.1.0]hexan-3-yl)methyl)thieno[3,2-b]pyridin-7-yl)-2-methylpyridin-3-yl)azetidine-2-carboxamide